5-(o-Tolyl)-7-(trifluoromethoxy)imidazo[1,2-a]Quinoxaline-4(5H)-on C1(=C(C=CC=C1)N1C(C=2N(C3=CC=C(C=C13)OC(F)(F)F)C=CN2)=O)C